[NH4+].C(C=C)(=O)NC(CS(=O)(=O)[O-])(C)C 2-acrylamido-2-methyl-1-propanesulfonic acid, ammonium salt